1-(5-Bromo-1H-indol-2-yl)-1,3-diphenyl-prop-2-yn-1-ol BrC=1C=C2C=C(NC2=CC1)C(C#CC1=CC=CC=C1)(O)C1=CC=CC=C1